6-methyl-2-[(propan-2-yl)amino]-5,6,7,8-tetrahydropyrido[3,4-d]pyrimidin CC1CC2=C(N=C(N=C2)NC(C)C)CN1